caesium format C(=O)[O-].[Cs+]